1-decanoyl-2-eicosanoyl-sn-glycero-3-phosphocholine C(CCCCCCCCC)(=O)OC[C@@H](OC(CCCCCCCCCCCCCCCCCCC)=O)COP(=O)([O-])OCC[N+](C)(C)C